C[C@H]1N(CCOC1)C1=CC(=C2C(=N1)N(N=C2)C2=CC=NN2)C2(C[C@H]1CC[C@@H](C2)O1)O (1R,5S)-3-[6-[(3R)-3-methylmorpholin-4-yl]-1-(1H-pyrazol-5-yl)pyrazolo[3,4-b]pyridin-4-yl]-8-oxabicyclo[3.2.1]octan-3-ol